1-(5,6-dimethyl-8,9-dihydro-7H-pyrrolo[4,3-f]quinoxalin-8-yl)-2-{1-[5-(trifluoromethyl)pyrimidin-2-yl]azetidin-3-yl}ethan-1-one CC1=C(C2=C(C=3N=CC=NC13)CN(C2)C(CC2CN(C2)C2=NC=C(C=N2)C(F)(F)F)=O)C